FC(C1=C(C2=CC=CC=C2C=C1)B(O)O)F 2-(DIFLUOROMETHYL)NAPHTHALENE-1-BORONIC ACID